(quinolin-8-yloxy)propan-1-amine N1=CC=CC2=CC=CC(=C12)OC(CC)N